2-((4-(1'-(2-(2,6-dioxopiperidin-3-yl)-1,3-dioxoisoindolin-5-yl)-[1,4'-bipiperidin]-4-yl)phenyl)amino)pyrimidin O=C1NC(CCC1N1C(C2=CC=C(C=C2C1=O)N1CCC(CC1)N1CCC(CC1)C1=CC=C(C=C1)NC1=NC=CC=N1)=O)=O